The molecule is a sulfonamide consisting of pyrimidine having methyl substituents at the 2- and 6-positions and a 4-aminobenzenesulfonamido group at the 4-position. It has a role as an antiinfective agent. It is a member of pyrimidines, a sulfonamide and a sulfonamide antibiotic. It derives from a sulfanilamide. CC1=CC(=NC(=N1)C)NS(=O)(=O)C2=CC=C(C=C2)N